5-bromo-N'-((5-bromothiophen-2-yl)sulfonyl)thiophene-2-sulfonohydrazide BrC1=CC=C(S1)S(=O)(=O)NNS(=O)(=O)C=1SC(=CC1)Br